CC1(CCC=C(C1)C(CCC=C)=O)C 1-(5,5-dimethyl-1-cyclohexen-1-yl)-4-penten-1-one